(L)-(+)-1-amino-2-propanol NCC(C)O